3-(2-Amino-benzooxazol-5-yl)-1-isopropyl-N6-methyl-1H-pyrazolo[3,4-d]pyrimidine-4,6-diamine NC=1OC2=C(N1)C=C(C=C2)C2=NN(C1=NC(=NC(=C12)N)NC)C(C)C